FC=1C=C(OC2=CC=C(C=N2)S(=O)(=O)N2[C@H]([C@@H]3CC[C@H](C2)N3C(=O)OCCOC)C(NO)=O)C=CC1OC 2-methoxyethyl (1S,2R,5R)-3-((6-(3-fluoro-4-methoxy-phenoxy)pyridin-3-yl)sulfonyl)-2-(hydroxycarbamoyl)-3,8-diaza-bicyclo[3.2.1]octane-8-carboxylate